ClC1=CC=C(C=C1)[C@@](C)(O)[C@@H]1[C@H]([C@H]([C@@H](C1)N1N=CC\2=C1NC=N/C2=N/N)O)O (1S,2R,3S,5R)-3-((S)-1-(4-chlorophenyl)-1-hydroxyethyl)-5-((E)-4-hydrazineylidene-4,7-dihydro-1H-pyrazolo[3,4-d]pyrimidin-1-yl)cyclopentane-1,2-diol